FC(C=1C(=C(C=CC1)[C@@H](C)NC1=NC(=NC2=CC3=C(C=C12)N(C(C1N3CCOC1)=O)C)C)F)F 8-(((R)-1-(3-(difluoromethyl)-2-fluorophenyl)ethyl)amino)-6,10-dimethyl-1,2,4,4a-tetrahydro-[1,4]oxazino[4',3':4,5]pyrazino[2,3-g]quinazolin-5(6H)-one